ClC(=O)N1[C@H](CN(CC1)C(=O)OC(C)(C)C)C (S)-tert-butyl 4-(chloroformyl)-3-methylpiperazine-1-carboxylate